N=1C=NN2C1C=CC(=C2)C2=C(N=C(S2)NC(=O)[C@H]2NCCCC2)C2=NC(=CC=C2)C (S)-N-(5-([1,2,4]triazolo[1,5-a]pyridin-6-yl)-4-(6-methylpyridin-2-yl)-thiazol-2-yl)piperidine-2-carboxamide